C(CCCCCCCCCCCCC)C([C@@H]([C@@H]1C(=C(C(=O)O1)O)O)O)(O)CCCCCCCCCCCCCC.ClC1=NC=C(C=N1)C(F)(F)F 2-chloro-5-trifluoromethyl-pyrimidine dimyristyl-ascorbate